N-Benzyl-N-(2-(benzyloxy)-4-oxocyclopentyl)acetamide C(C1=CC=CC=C1)N(C(C)=O)C1C(CC(C1)=O)OCC1=CC=CC=C1